N-(5-(7'-Fluoro-3'-methyl-2'-oxo-1-(pentan-3-yl)-2',3'-dihydrospiro[azetidine-3,1'-pyrrolo[2,3-c]quinolin]-8'-yl)-2-(2-(isopropylamino)ethoxy)pyridin-3-yl)methanesulfonamide FC=1C(=CC=2C3=C(C=NC2C1)N(C(C31CN(C1)C(CC)CC)=O)C)C=1C=C(C(=NC1)OCCNC(C)C)NS(=O)(=O)C